ClC1=CC(=C(C=C1)NC1=NC=CC(=N1)C(=O)NC=1C=NC=CC1C1=CC=CC=C1)F 2-((4-chloro-2-fluorophenyl)amino)-N-(4-phenylpyridin-3-yl)pyrimidine-4-carboxamide